C1(CC1)NC(C(C(C[C@H]1C(NCC1)=O)NC([C@H](CC(C)(C)C)NC(C[C@@H](C(F)(F)F)C1=C(C=C(C=C1)F)F)=O)=O)=O)=O (2S)-N-(4-(Cyclopropylamino)-3,4-dioxo-1-((S)-2-oxopyrrolidin-3-yl)butan-2-yl)-2-((R)-3-(2,4-difluorophenyl)-4,4,4-trifluorobutanamido)-4,4-dimethylpentanamid